3-bromo-N-[6-(trifluoromethyl)pyridin-3-yl]quinoline-7-carboxamide BrC=1C=NC2=CC(=CC=C2C1)C(=O)NC=1C=NC(=CC1)C(F)(F)F